Tris(2-chloroethyl) phosphate P(=O)(OCCCl)(OCCCl)OCCCl